iso-pentyl acrylate C(C=C)(=O)OCCC(C)C